2,4-dichloro-6-dibromomethylquinazoline ClC1=NC2=CC=C(C=C2C(=N1)Cl)C(Br)Br